O[Rh]O dihydroxyrhodium